FC(C(=O)C1=CC=CC=C1)(N1N=CN=C1)F difluorophenyl-2-(1H-1,2,4-triazol-1-yl)ethanone